C(C)(C)(C)OC(NC1=CC=C(C=C1)C=1C2=C(N=CN1)NC(C[C@H]2C)=O)=O (R)-(4-(5-methyl-7-oxo-5,6,7,8-tetrahydropyrido[2,3-d]pyrimidin-4-yl)phenyl)carbamic acid tert-butyl ester